nonadecyl-magnesium chloride C(CCCCCCCCCCCCCCCCCC)[Mg]Cl